7-(4,4-difluoropiperidin-1-yl)-N-(4-(2,4-dioxotetrahydropyrimidin-1(2H)-yl)phenyl)heptylamide FC1(CCN(CC1)C(CCCCCC[NH-])C1=CC=C(C=C1)N1C(NC(CC1)=O)=O)F